Ethyl-Dimethylaminopropyl-Urea C(C)N(C(=O)N)CCCN(C)C